4,4'-dibromo-1,1'-spirobiindan-7,7'-diol BrC1=C2CCC3(C2=C(C=C1)O)CCC1=C(C=CC(=C13)O)Br